CN1N=CC(=C1C(F)(F)F)OC1CC2(CN(C2)C(=O)N2CC3(C2)CC(C3)N3N=C(N=C3)C(F)(F)F)C1 [6-[1-methyl-5-(trifluoromethyl)pyrazol-4-yl]oxy-2-azaspiro[3.3]heptan-2-yl]-[6-[3-(trifluoromethyl)-1,2,4-triazol-1-yl]-2-azaspiro[3.3]heptan-2-yl]methanone